C(C)(C)N1CCN(CC1)C1=CC=C(C=C1)NC(=O)C=1C(NC=CC1NC=1C=NC=C(C1C)NCCOC)=O N-(4-(4-Isopropylpiperazin-1-yl)phenyl)-4-((5-((2-methoxyethyl)amino)-4-methylpyridin-3-yl)amino)-2-oxo-1,2-dihydropyridine-3-carboxamide